N1N=CC(=C1)C=1C=NC2=CC=C(C=C2N1)C(=O)C=1C=C(C=C(C1F)F)NC(C1=CC=C(C=C1)F)=O N-(3-(3-(1H-pyrazol-4-yl)quinoxaline-6-carbonyl)-4,5-difluorophenyl)-4-fluorobenzamide